N,N-dimethyl-N'-((2-methoxy-5-(2-keto-1-propyl)phenyl)sulfonyl)formamidine CN(C=NS(=O)(=O)C1=C(C=CC(=C1)CC(C)=O)OC)C